4-(2-Ethoxy-2-oxoethyl)cyclohexan-1-aminium chloride [Cl-].C(C)OC(CC1CCC(CC1)[NH3+])=O